rac-1-phenylethanamine C1(=CC=CC=C1)[C@@H](C)N |r|